FC(C1(CCN(CC1)C(=O)C=1C2=C(N(N1)CC(=O)N1CCN(CC1)C1=C(C(=CC=C1)C)C)CCC2)O)F 2-{3-[4-(Difluoromethyl)-4-hydroxypiperidin-1-carbonyl]-5,6-dihydrocyclopenta[c]pyrazol-1(4H)-yl}-1-[4-(2,3-dimethylphenyl)piperazin-1-yl]ethan-1-on